N-(2-bromophenyl)-4-(6-methoxy-2-oxo-1,2-dihydrospiro[benzo[d][1,3]oxazine-4,4'-piperidin]-1'-yl)-4-oxobut-2-enamide BrC1=C(C=CC=C1)NC(C=CC(=O)N1CCC2(CC1)C1=C(NC(O2)=O)C=CC(=C1)OC)=O